ClC1=C(C(=S)N)C(=CC=C1)Cl 2,6-dichlorothiobenzamide